S1C(=CC=C1)CCCCC#N 5-(thiophen-2-yl)valeronitrile